NC1=C(C=CC=C1)COC1=CC=C(OC2CCN(CC2)C(=O)OC(C)(C)C)C=C1 tert-Butyl 4-[4-[(2-aminophenyl)methoxy]phenoxy]piperidine-1-carboxylate